2-hydrazino-6-[(2-fluorophenyl)amino]pyrimidine-4-carbonitrile N(N)C1=NC(=CC(=N1)C#N)NC1=C(C=CC=C1)F